[4-[6-[5-[(6-isopropylpyrazin-2-yl)amino]-1-methyl-pyrazol-4-yl]-3-pyridinyl]-3-methyl-phenyl]cyclopropanecarboxylic acid C(C)(C)C1=CN=CC(=N1)NC1=C(C=NN1C)C1=CC=C(C=N1)C1=C(C=C(C=C1)C1(CC1)C(=O)O)C